BrC=1C=C(C2=C(CN(S(O2)(=O)=O)C(=O)OC(C)(C)C)C1)C tert-butyl 6-bromo-8-methyl-2,2-dioxo-2H-1,2λ6,3-benzoxathiazine-3(4H)-carboxylate